4-bromobenzo[1,2-b:3,4-b']dithiophene-2,7-dialdehyde BrC1=CC=2SC(=CC2C=2SC(=CC21)C=O)C=O